2-(trifluoromethyl)quinazoline-4-carboxylic acid FC(C1=NC2=CC=CC=C2C(=N1)C(=O)O)(F)F